[Na].[Na].S1C(NNC1=S)=S 1,3,4-thiadiazolidine-2,5-dithione disodium salt